CS(=O)(=O)NC=1C=C(C=CC1)NC(=O)C1=CC(=CS1)C1=CC=CC=C1 5-[(3-methanesulfonamidophenyl)carbamoyl]-3-phenylthiophene